BrC1=CN=C2N(C3=C(C(=NC2)C2=C(C=CC=C2F)F)C(=C(C=C3)Cl)Cl)C1 2-bromo-8,9-dichloro-7-(2,6-difluorophenyl)-5H-pyrimido[1,2-a][1,4]benzodiazepine